N-[2-(4-formylcyclohexyl)-6-pyrrolidin-1-yl-indazol-5-yl]-6-(trifluoromethyl)pyridine C(=O)C1CCC(CC1)N1N=C2C=C(C(=CC2=C1)N1CC=CC=C1C(F)(F)F)N1CCCC1